ClC1=NC(=CC(=C1)C=1C(=NN2C1N=C(C=C2)NC(=O)NCC(C)(C)O)C2=CC(=CC=C2)C#N)C 1-[3-(2-Chloro-6-methyl-4-pyridyl)-2-(3-cyanophenyl)pyrazolo[1,5-a]pyrimidin-5-yl]-3-(2-hydroxy-2-methyl-propyl)urea